5-hydroxy-2-methyl-2-(4-methylpent-3-enyl)-chromene OC1=C2C=CC(OC2=CC=C1)(CCC=C(C)C)C